BrC1=C(C=CC(=N1)C(=O)NC=1C=NC=CC1)C 6-bromo-5-methyl-N-(pyridin-3-yl)pyridine-2-carboxamide